ClC=1C(=CC(=C(C1)C1=C(C=C2C(NC(NC2=C1SC[C@H](CO)OCOC)=O)=O)C(F)(F)F)F)F 7-(5-chloro-2,4-difluorophenyl)-8-(((S)-3-hydroxy-2-(methoxymethoxy)propyl)thio)-6-(trifluoromethyl)quinazoline-2,4(1H,3H)-dione